anti-bis(1,3-dichloro-2-propyl) phosphate P(=O)(OC(CCl)CCl)(OC(CCl)CCl)[O-]